2,2':6',2''-terpyridine N1=C(C=CC=C1)C1=NC(=CC=C1)C1=NC=CC=C1